C(CCC)C(C(=O)O)(CCC(=O)O)CC butyl-α-ethylglutaric acid